NC1=NN2C(N=C(C=C2)C=2C=C3CN(C(C3=C(C2)NS(=O)(=O)C)=O)[C@H](C(F)(F)F)C)=C1C(=O)NC1(COC1)C#N (S)-2-amino-N-(3-cyanooxetan-3-yl)-5-(7-(methylsulfonylamino)-1-oxo-2-(1,1,1-trifluoropropan-2-yl)isoindolin-5-yl)pyrazolo[1,5-a]pyrimidine-3-carboxamide